C(#C)C1(CC1)C#N 1-ethynylcyclopropanecarbonitrile